[Si](C)(C)(C(C)(C)C)O[C@@H](/C(=C/[C@@H]([C@H](C=O)OCOC)C)/C)[C@H](CO[Si](C)(C)C(C)(C)C)OC (2R,3S,6S,7S,E)-6,8-bis(tert-butyldimethylsilyloxy)-7-methoxy-2-(methoxymethoxy)-3,5-dimethyloct-4-enal